ClC=1C=C2C(=NC(=NC2=C(C1C1=CC(=CC2=CC=CC(=C12)F)O)F)N1CC(C1)N(C)C)N1C[C@H]2CC[C@@H](C1)N2C(=O)OC(C)(C)C tert-Butyl (1R,5S)-3-((R or S)-6-chloro-2-(3-(dimethylamino) azetidin-1-yl)-8-fluoro-7-(8-fluoro-3-hydroxynaphthalen-1-yl)quinazolin-4-yl)-3,8-diazabicyclo[3.2.1]octane-8-carboxylate